sulfur compound with acrolein C(=O)C=C.[S]